methyl-1-(tetrahydro-2H-pyran-2-yl)-1H-benzo[f]indazol-4-yl triflate O(S(=O)(=O)C(F)(F)F)C1=C2C(=NN(C2=CC2=C1C=CC=C2)C2OCCCC2)C